fumaric acid bis(3-phenylpropyl)ester C1(=CC=CC=C1)CCCOC(\C=C\C(=O)OCCCC1=CC=CC=C1)=O